ClC=1C=C(C(=NC1)[N+](=O)[O-])CN[C@H](C)C1CCC(CC1)C1=CC=NC2=CC=C(C=C12)F (R)-N-((5-chloro-2-nitropyridin-3-yl)methyl)-1-((1s,4S)-4-(6-fluoroquinolin-4-yl)cyclohexyl)ethan-1-amine